CN1N=C(C=C1B1OC(C(O1)(C)C)(C)C)C 1,3-dimethyl-5-(4,4,5,5-tetramethyl-1,3,2-dioxaborolan-2-yl)-1H-pyrazole